C1(CC1)C1=NN(C=C1C1=NC2=CC=C(C=C2N=C1)C1CN(C1)C)[C@@H]1C[C@H](C1)CN1C(C2=CC=CC=C2C1=O)=O 2-((trans-3-(3-cyclopropyl-4-(6-(1-methylazetidin-3-yl)quinoxalin-2-yl)-1H-pyrazol-1-yl)cyclobutyl)methyl)isoindoline-1,3-dione